(S)-5,5-dimethyl-2-(((1-methyl-1H-indol-4-yl)methyl)amino)hexanedioic acid hydrochloride Cl.CC(CC[C@@H](C(=O)O)NCC1=C2C=CN(C2=CC=C1)C)(C(=O)O)C